C(#N)C1=C(C=CC(=C1)NC(=O)NCC1CC1)/N=C/N(C)C (E)-N'-(2-cyano-4-(3-(cyclopropylmethyl)ureido)phenyl)-N,N-dimethylformamidine